1,2,3,4-tetramethyl-1H-imidazol-3-ium hydroxide [OH-].CN1C(=[N+](C(=C1)C)C)C